CN1CCC(CC1)C=1C=CC=2N(C1)N=CC2N2CCN(CC2)C(=O)OC(C)(C)C tert-butyl 4-(6-(1-methylpiperidin-4-yl)pyrazolo[1,5-a]pyridin-3-yl)piperazine-1-carboxylate